3',5'-bis-tertiarybutyldimethylsilyl-2'-deoxy-N-[(phenylmethoxy)carbonyl]-cytidine C(C)(C)(C)[C@@]1(C[C@@](O[C@@H]1C(O)C(C)(C)C)(N1C(=O)N=C(NC(=O)OCC2=CC=CC=C2)C=C1)[SiH](C)C)O